ClC1=C(C=CC=C1OC)N1N=CC2=C1COC[C@H]2NC(=O)C2=NNC(=C2CC)C (S)-N-(1-(2-chloro-3-methoxyphenyl)-1,4,5,7-tetrahydropyrano[3,4-c]pyrazol-4-yl)-4-ethyl-5-methyl-1H-pyrazole-3-carboxamide